FC1=C(C(=CC=C1)F)C1=NN2C(OC[C@@H](C2)CO)=C1C(=O)N[C@@H]1C(NC2=C(C(=N1)C1=CC=CC=C1)C=CC=C2F)=O |o1:14| (6S*)-2-(2,6-Difluorophenyl)-N-[(3S)-9-fluoro-2-oxo-5-phenyl-1,3-dihydro-1,4-benzodiazepin-3-yl]-6-(hydroxymethyl)-6,7-dihydro-5H-pyrazolo[5,1-b][1,3]oxazine-3-carboxamide